1-(2-fluorophenyl)-2-thiourea FC1=C(C=CC=C1)NC(=S)N